COC(C1=C(C(=CC=C1)OC)OC=C(C1=CC=CC=C1)OCCCCCC)=O ((2-(hexyloxy)-2-phenylvinyl)oxy)-3-methoxybenzoic acid methyl ester